(R)-6-((1-((1-(3-(difluoro(piperidin-4-yl)methyl)phenyl)ethyl)amino)-4-methyl-7-morpholinophthalazin-5-yl)oxy)hexyl ethanesulfonate C(C)S(=O)(=O)OCCCCCCOC1=C2C(=NN=C(C2=CC(=C1)N1CCOCC1)N[C@H](C)C1=CC(=CC=C1)C(C1CCNCC1)(F)F)C